OC[C@H]1O[C@@]2([C@@H]([C@H]([C@H]1O)N1N=NC(=C1)C1=CC(=C(C(=C1)F)F)F)O)SCCCC2 (2r,3r,4s,5r,6r)-2-(hydroxymethyl)-4-(4-(3,4,5-trifluorophenyl)-1H-1,2,3-triazol-1-yl)-1-oxa-7-thiaspiro[5.5]undecane-3,5-diol